1-bromo-9-fluorenone BrC1=CC=CC=2C3=CC=CC=C3C(C12)=O